tri(4-ethyl-benzene) phosphate P(=O)(O)(O)O.C(C)C1=CC=CC=C1.C(C)C1=CC=CC=C1.C(C)C1=CC=CC=C1